5-(3,4-dihydro-isoquinolin-2(1H)-yl)-1-tosyl-1H-indole-3-carbaldehyde C1N(CCC2=CC=CC=C12)C=1C=C2C(=CN(C2=CC1)S(=O)(=O)C1=CC=C(C)C=C1)C=O